N-[[[[(3-amino-2-methylpropyl)amino]carbonyl]oxy]methyl]-N,N,α-trimethyl-10H-phenothiazin-10-ethanaminium chloride hydrochloride Cl.[Cl-].NCC(CNC(=O)OC[N+](C(CN1C2=CC=CC=C2SC=2C=CC=CC12)C)(C)C)C